O1CCOC2=C1C=CC(=C2)/C=C/C(=O)C2=CC=C(O[C@@H](C(=O)O)C)C=C2 (2R)-2-[4-[(E)-3-(2,3-Dihydro-1,4-benzodioxin-6-yl)prop-2-enoyl]phenoxy]propanoic acid